N-(trimethylsilylmethyl)-benzylamine C[Si](C)(C)CNCC1=CC=CC=C1